2,2,2-trifluoro-1-(4-(sec-butyl)phenyl)ethan-1-one FC(C(=O)C1=CC=C(C=C1)C(C)CC)(F)F